(2s,4s)-4-[4-[(dimethylamino)methyl]triazol-1-yl]-1-(6-oxo-6-undecoxy-hexyl)pyrrolidine-2-carboxylic acid [8-(1-octylnonyloxy)-8-oxo-octyl] ester C(CCCCCCC)C(CCCCCCCC)OC(CCCCCCCOC(=O)[C@H]1N(C[C@H](C1)N1N=NC(=C1)CN(C)C)CCCCCC(OCCCCCCCCCCC)=O)=O